NC1=NC2=CC(=CC=C2C(=N1)NCCCO)C1=CC=NN1C1OCCCC1 3-((2-amino-7-(1-(tetrahydro-2H-pyran-2-yl)-1H-pyrazol-5-yl)quinazolin-4-yl)amino)-1-propanol